dinitromethanide [N+](=O)([O-])[CH-][N+](=O)[O-]